1-N'-(4-fluorophenyl)-1-N-[4-[7-[1-(2-hydroxyethyl)pyrazol-4-yl]Quinolin-4-yl]Oxyphenyl]Cyclopropane-1,1-dicarboxamide FC1=CC=C(C=C1)NC(=O)C1(CC1)C(=O)NC1=CC=C(C=C1)OC1=CC=NC2=CC(=CC=C12)C=1C=NN(C1)CCO